C(C)OC(=O)N1C(CC(CC1)CN1CCC2(C(CCC2=O)=O)CC1)N1C(=NC=C1[N+](=O)[O-])C 2-(2-methyl-5-nitro-1H-imidazol-1-yl)-4-((1,4-dioxo-8-azaspiro[4.5]dec-8-yl)methyl)piperidine-1-carboxylic acid ethyl ester